4-chloro-2-(trifluoromethoxy)benzohydrazide ClC1=CC(=C(C(=O)NN)C=C1)OC(F)(F)F